2-(4-bromo-2-nitrophenyl)furan-3-carboxylic acid methyl ester COC(=O)C1=C(OC=C1)C1=C(C=C(C=C1)Br)[N+](=O)[O-]